((4-(2,7-diazaspiro[3.5]non-2-yl)pyrimidin-5-yl)oxy)-5-fluoro-N-isopropyl-N-phenylbenzamide hydrochloride Cl.C1N(CC12CCNCC2)C2=NC=NC=C2OC2=C(C(=O)N(C1=CC=CC=C1)C(C)C)C=C(C=C2)F